(4-amino-7-bromo-2-(pyridin-2-ylmethyl)-2H-pyrazolo[4,3-c]pyridin-6-yl)benzonitrile NC1=NC(=C(C=2C1=CN(N2)CC2=NC=CC=C2)Br)C2=C(C#N)C=CC=C2